ClC1=C(C=CC(=C1)C(F)(F)F)NC(=O)C1(CCC1)N1N=CC(=C1)N1CCC(CC1)CN1CCC2(CN(C2)C(=O)OC(C)(C)C)CC1 tert-butyl 7-((1-(1-(1-((2-chloro-4-(trifluoromethyl)phenyl)carbamoyl)cyclobutyl)-1H-pyrazol-4-yl)piperidin-4-yl)methyl)-2,7-diazaspiro[3.5]nonane-2-carboxylate